C(C)(C)(C)OC(=O)N1C[C@H](CC1)[C@@H](C(=O)OC(C)(C)C)CC1=CC(=CC=C1)C#C[Si](C)(C)C (3R)-3-[(1S)-2-tert-butoxy-2-oxo-1-[[3-(2-trimethylsilylethynyl)phenyl]methyl]ethyl]pyrrolidine-1-carboxylic acid tert-butyl ester